BrC1=C2C=NN(C2=CC(=C1)I)CC(F)(F)F 4-bromo-6-iodo-1-(2,2,2-trifluoroethyl)indazole